N-(cyclohexyl-methyl)-4-(1H-pyrrolo[3,2-c]pyridin-4-yl)benzamide C1(CCCCC1)CNC(C1=CC=C(C=C1)C1=NC=CC2=C1C=CN2)=O